C(C)(C)C1=C(NC2=CC=C(C=C12)C1CCN(CC1)C1CCOCC1)C=1C(=C(C(N(C1)C)=O)C)C 5-(3-isopropyl-5-(1-(tetrahydro-2H-pyran-4-yl)piperidin-4-yl)-1H-indol-2-yl)-1,3,4-trimethylpyridin-2(1H)-one